C(OC1=CC(=CN=N1)C=1C=CC=C(C1)O)([2H])([2H])[2H] 5-(6-(methoxy-d3)pyridazin-4-yl)phenol